CC=1N(C=C(N1)CNC1=C(C(=O)N)C=CC(=C1)C(F)(F)F)COCC[Si](C)(C)C 2-(((2-Methyl-1-((2-(trimethylsilyl)ethoxy)methyl)-1H-imidazol-4-yl)methyl)amino)-4-(trifluoromethyl)benzamide